4-(ethoxymethyl)-1-((1-ethyl-1H-pyrazol-4-yl)methyl)-4-(2-(thiophen-2-yl)ethyl)piperidine C(C)OCC1(CCN(CC1)CC=1C=NN(C1)CC)CCC=1SC=CC1